CC(C)[N+](C(C)C)[O-].[Li+] lithium (1+) bis(propan-2-yl)nitrogen oxide